4-(2-(1-methyl-1H-pyrazol-5-ylamino)pyrimidin-4-yl)pyridin-2(1H)-one CN1N=CC=C1NC1=NC=CC(=N1)C1=CC(NC=C1)=O